methyl 5-bromo-2-(2,4-dimethoxybenzyl)-1-oxo-1,2,3,4-tetrahydroisoquinoline-7-carboxylate BrC1=C2CCN(C(C2=CC(=C1)C(=O)OC)=O)CC1=C(C=C(C=C1)OC)OC